The molecule is a selenomethionine consisting of L-selenomethionine having an adenosyl group attached to the selenium. It has a role as a mouse metabolite. It is a member of adenosines, a member of selenomethionines and an organic cation. It is a tautomer of a L-adenosylselenomethionine zwitterion. C[Se+](CC[C@@H](C(=O)O)N)C[C@@H]1[C@H]([C@H]([C@@H](O1)N2C=NC3=C(N=CN=C32)N)O)O